CN(C(C)C=1C=C(C=C(C1)N1[C@@H](CCC1)C)C=1N=C(C(=NC1)N)OC=1C=NN(C1)C1CCOCC1)C 5-(3-(1-(Dimethylamino)ethyl)-5-((R)-2-methylpyrrolidin-1-yl)phenyl)-3-((1-(tetrahydro-2H-pyran-4-yl)-1H-pyrazol-4-yl)oxy)pyrazin-2-amine